tert-butyl N-(2-{[2-(2,6-dioxopiperidin-3-yl)-1,3-dioxo-2,3-dihydro-1H-isoindol-4-yl](methyl)amino}ethyl)carbamate O=C1NC(CCC1N1C(C2=CC=CC(=C2C1=O)N(CCNC(OC(C)(C)C)=O)C)=O)=O